CS(=O)(=O)[O-].C(C)N1C=[NH+]C=C1 1-Ethylimidazolium methan-sulfonat